3-[3-[[(3R)-1-Ethyl-3-piperidyl]amino]-5-methyl-1,2,4-triazin-6-yl]bicyclo[4.2.0]octa-1(6),2,4-trien-2-ol C(C)N1C[C@@H](CCC1)NC=1N=NC(=C(N1)C)C1=C(C=2CCC2C=C1)O